C(C1=CC=CC=C1)N1C(C(=CC(=C1)C(=O)NC1C(C1)OC)C(=O)NC)=O 1-benzyl-N5-(2-methoxycyclopropyl)-N3-methyl-2-oxo-1,2-dihydropyridine-3,5-dicarboxamide